[Cl-].C(CCCCCCCCCCC)[N+](CCCCCCCCCCCC)(CCCCCCCCCCCC)CCCCCCCCCCCC tetralauryl-ammonium chloride